4-(3-benzyl-3H-imidazo[4,5-b]pyridin-5-yl)-3,5-dimethylisoxazole C(C1=CC=CC=C1)N1C=NC=2C1=NC(=CC2)C=2C(=NOC2C)C